C(C)(C)(C)C1=CC=C(CNCCN)C=C1 N-(4-tert-butylbenzyl)-1,2-ethylenediamine